5-(bromomethyl)-3-isopropyl-2,4-dioxo-pyrimidine-1-carboxylic acid tert-butyl ester C(C)(C)(C)OC(=O)N1C(N(C(C(=C1)CBr)=O)C(C)C)=O